N-benzyl-4-(4,4,5,5-tetramethyl-1,3,2-dioxaborolan-2-yl)benzamide C(C1=CC=CC=C1)NC(C1=CC=C(C=C1)B1OC(C(O1)(C)C)(C)C)=O